N1(C=NC=C1)CCCNC(C1=CC=CC=C1)=O N-(3-imidazol-1-ylpropyl)benzamide